N(C(=O)N)C=1C(=C(SC1)C(=O)[O-])C(=O)[O-] ureidothiophene-2,3-dicarboxylate